C([C@@H](C)O)O |o1:1| (R) or (S)-1,2-propanediol